Ethyl 6-amino-4-((1-((tert-butoxycarbonyl) amino) propan-2-yl) amino)-1-methyl-2-oxo-1,2-dihydroquinoline-3-carboxylate NC=1C=C2C(=C(C(N(C2=CC1)C)=O)C(=O)OCC)NC(CNC(=O)OC(C)(C)C)C